C(C=C)(=O)NC(CS(=O)(=O)O)C 2-acrylamido-2-meth-ylethanesulfonic acid